3-(trimethylsilyl)propanal C[Si](CCC=O)(C)C